FC1=CC=CC2=CC=CC=C12 1-Fluoronaphthalene